C1(CCCCC1)C[C@H](C(=O)O)O (R,S)-3-cyclohexyl-2-hydroxypropanoic acid